S1N=CC=C1C(=O)OCCCN1N=C(C=2C(NCC3(CCOCC3)CC21)=O)CC 3-(3-ethyl-4-oxo-spiro[6,8-dihydro-5H-pyrazolo[4,3-c]azepine-7,4'-tetrahydropyran]-1-yl)propyl isothiazole-5-carboxylate